inositol-D6 [2H]C1(C(C(C(C(C1([2H])O)([2H])O)([2H])O)([2H])O)([2H])O)O